The molecule is a fatty acid-taurine conjugate derived from tetracosanoic acid. It has a role as a mouse metabolite. It derives from a tetracosanoic acid. It is a conjugate acid of a N-tetracosanoyltaurine(1-). CCCCCCCCCCCCCCCCCCCCCCCC(=O)NCCS(=O)(=O)O